NC(C(=O)O)(CCCCB(O)O)CCCC1N(CCCC1)CC1=CC(=CC(=C1)F)F 2-amino-6-borono-2-(3-(1-(3,5-difluorobenzyl)piperidin-2-yl)propyl)hexanoic acid